triaminoheptane methyl-3-(cyanomethyl)benzoate COC(C1=CC(=CC=C1)CC#N)=O.NC(CCCCCC)(N)N